N-(4-(tert-butyl)thiazol-2-yl)-2-(4-isobutylphenyl)-N-methylpropanamide C(C)(C)(C)C=1N=C(SC1)N(C(C(C)C1=CC=C(C=C1)CC(C)C)=O)C